FC1=C(C=C(C=C1)F)[C@@H]1N(C[C@@H](C1)O)C1=NC=2N(C=C1)N=C(C2NC(=S)N[C@@H]2[C@@H](C2)F)F 1-(5-((2R,4R)-2-(2,5-difluorophenyl)-4-hydroxypyrrolidin-1-yl)-2-fluoropyrazolo[1,5-a]pyrimidin-3-yl)-3-((1S,2R)-2-fluorocyclopropyl)thiourea